C1(=CC=CC=C1)NC(=O)NC1=CN=NS1 N-phenyl-N'-1,2,3-thiadiazol-5-yl-urea